P(=O)(OCC1=CC=CC=C1)(OCC1=CC=CC=C1)OCCOCCCCCCCCCCCCCCCC(F)(F)F Dibenzyl 2-(16,16,16-trifluorohexadecoxy)ethyl phosphate